C(C)OC1=C(C=C(C=C1)C=1N=C2N(C=CC=N2)C1C1=CC(=NC=C1)C)F 2-(4-Ethoxy-3-fluorophenyl)-3-(2-methylpyridin-4-yl)imidazo[1,2-a]pyrimidine